4-(2-methylolacryloxy)methyl-benzophenone C(O)C(C(=O)OCC1=CC=C(C(=O)C2=CC=CC=C2)C=C1)=C